6-[8-[[2-(2-aminoethyl)-8-fluoro-6,7-dihydro-5H-cyclopenta[f]benzotriazol-6-yl]methyl]-2-oxo-1-oxa-3,8-diazaspiro[4.5]decan-3-yl]-4H-pyrazino[2,3-b][1,4]oxazin-3-one NCCN1N=C2C(=N1)C(=C1C(=C2)CC(C1)CN1CCC2(CN(C(O2)=O)C2=NC3=C(OCC(N3)=O)N=C2)CC1)F